tert-butyl N-(2-{7-benzyl-2,7-diazaspiro[4.4]nonan-2-yl}-2-oxoethyl)carbamate C(C1=CC=CC=C1)N1CC2(CCN(C2)C(CNC(OC(C)(C)C)=O)=O)CC1